[NH4+].N1=CC=CC2=CC=CC=C12 quinoline ammonium salt